C1(=CC=CC=C1)C[13CH]=O phenyl-(acetaldehyde-1-13C)